4-(3-(dimethylamino)-2-butenamido)benzoic acid CN(C(=CC(=O)NC1=CC=C(C(=O)O)C=C1)C)C